C(C(C)C)(=O)OCCCCCCCCCC(CCCC(C)C)C 10,14-dimethylpentadecyl isobutyrate